NC=1C(=NC(=CC1)OC)CN(CCCC1=C(C=CC(=C1)F)NC1=C(C(=O)O)C=C(C(=C1)C(F)(F)F)F)C(=O)OC(C)(C)C 2-((2-(3-(((3-amino-6-methoxypyridin-2-yl)methyl)(tert-butoxycarbonyl)amino)propyl)-4-fluorophenyl)-amino)-5-fluoro-4-(trifluoromethyl)benzoic acid